O(C1=CC=CC=C1)CCOC(C=C)=O.N1C=C(C2=CC=CC=C12)C1OC2=CC=CC=C2C(C1)=O 2-(1H-indol-3-yl)chroman-4-one Phenoxyethyl-acrylate